tert-butyl 8-[5-(hydroxymethyl)-2-(4-pyridyl) pyrido[3,4-d]pyrimidin-4-yl]-2,8-diazaspiro[4.5]decane-2-carboxylate OCC1=CN=CC=2N=C(N=C(C21)N2CCC1(CCN(C1)C(=O)OC(C)(C)C)CC2)C2=CC=NC=C2